N-methyl-[1,2,4]Triazole CN1N=CN=C1